10-(8-fluoro-7-(8-fluoronaphthalen-1-yl)-2-((hexahydro-1H-pyrrolizine-7a-yl)methoxy)pyrido[4,3-d]pyrimidin-4-yl)-7-oxa-1,3,10-triazaspiro[4.6]undecane-2,4-dione FC1=C(N=CC2=C1N=C(N=C2N2CCOCC1(C(NC(N1)=O)=O)C2)OCC21CCCN1CCC2)C2=CC=CC1=CC=CC(=C21)F